2,2'-Iminodiethanol N(CCO)CCO